C1(=CC=CC=C1)C1CCN(C1)C(=O)[O-] 4-phenylpyrrolidine-1-carboxylate